2-methylsulfanyl-6H-thiazolo[4,5-d]pyrimidin-7-one CSC=1SC2=C(N=CNC2=O)N1